FC=1C=CC2=C(NC(=N2)CN(CCCCN)C2CCCC=3C=CC=NC23)C1 N1-(6-Fluoro-1H-benzimidazol-2-ylmethyl)-N1-(5,6,7,8-tetrahydroquinolin-8-yl)-butane-1,4-diamine